NC=1C=C(C=C(C1)C(F)(F)F)[C@@H](C)NC(=O)C1=NN(C(C=C1)=O)C1=CC(=CC=C1)N1N=NN=C1C N-[(1R)-1-[3-amino-5-(trifluoromethyl)phenyl]ethyl]-1-[3-(5-methyltetrazol-1-yl)phenyl]-6-oxo-pyridazine-3-carboxamide